ClC=1C=C2C3=C(NC2=C(C1)C1=CC=C(C=O)C=C1)C(=NC=C3)C 4-(6-chloro-1-methyl-9H-pyrido[3,4-b]indol-8-yl)-benzaldehyde